Methyl 5-hydroxy-1-(4-methylbenzyl)-2-oxo-2,3-dihydro-1H-benzo[b]azepine-4-carboxylate OC=1C2=C(N(C(CC1C(=O)OC)=O)CC1=CC=C(C=C1)C)C=CC=C2